C1(CC1)NC1=NC=CC(=N1)O[C@@H]1CN(CC1)CC(=O)NC=1C=C(C=C2C(=CNC12)C1=NC(=NC=C1C)NC1=NN(C(=C1)C)C)[N+](=O)[O-] (S)-2-(3-((2-(cyclopropylamino)pyrimidin-4-yl)oxy)pyrrolidin-1-yl)-N-(3-(2-((1,5-dimethyl-1H-pyrazol-3-yl)amino)-5-methylpyrimidin-4-yl)-5-nitro-1H-indol-7-yl)acetamide